C1=C(C=CC=2C3=CC=CC=C3C3=CC=CC=C3C12)N(C1=CC=C(C=C1)C1=CC=C(C=C1)C1=CC=C(C=C1)N(C1=CC=CC=C1)C1=CC=2C3=CC=CC=C3C3=CC=CC=C3C2C=C1)C1=CC=CC=C1 4,4''-bis{(triphenylen-2-yl)-phenylamino}-1,1':4',1''-terphenyl